NC1=NC(=C(C=2N1C(N(N2)CC2COCCC2)=O)C2=CC(=NC(=C2)C)CO)C2=CC=CC=C2 5-amino-8-[2-(hydroxymethyl)-6-methyl-4-pyridinyl]-7-phenyl-2-(tetrahydropyran-3-ylmethyl)-[1,2,4]triazolo[4,3-c]pyrimidin-3-one